The molecule is a member of the class of pterocarpans that is (6aS,11aS)-6a,11a-dihydro-6H-[1]benzofuro[3,2-c]chromene which is substituted by a hydroxy group at position 3, a second hydroxy group at position 6a (resulting in the CIP stereochemical designation changing to R,R), and a methylenedioxy group at positions 8-9. It is a metabolite of the pea phytoalexin (+)-pisatin, produced by the pea-pathogenic Fusarium oxysporum forma specialis pisi, and a number of other fungi, including Fusarium anruioides, Fusarium avenaceum, Mycosphaerella pinodes, and Stemphylium botryosum. It is a member of pterocarpans and a tertiary alcohol. It derives from a (+)-maackiain. C1[C@]2([C@@H](C3=C(O1)C=C(C=C3)O)OC4=CC5=C(C=C42)OCO5)O